C(C)(C)(C)C1=NN(C(=C1)NC(NC=1C=C(OC=2C=CC(=NC2)C(=O)NC)C=CC1)=O)C1=CC=CC=C1 5-(3-(3-(3-(tert-butyl)-1-phenyl-1H-pyrazol-5-yl)ureido)phenoxy)-N-methylpicolinamide